COC(=O)C1=CC2=C(C(=C(C(CC2)C)Br)C2=CC(=CC=C2)O[C@H]2CN(CC2)CCCF)C=C1.IC1=CC(=CC2=C1OCO2)NC(C)=O N-(7-iodobenzo[d][1,3]dioxol-5-yl)acetamide Methyl-8-bromo-9-(3-(((R)-1-(3-fluoropropyl)pyrrolidin-3-yl)oxy)phenyl)-7-methyl-6,7-dihydro-5H-benzo[7]annulene-3-carboxylate